C(=O)O.CC(C)S(=O)(=O)N propane-2-sulfonamide formate